C(C1=CC=CC=C1)(C1=CC=CC=C1)N1C(N(C=2C1=NC=C(C2)Br)CCOC)=O 3-benzhydryl-6-bromo-1-(2-methoxyethyl)-1,3-dihydro-2H-imidazo[4,5-b]pyridin-2-one